3-[(4-Fluorophenoxy)methyl]-4-methyl-2-[2-methyl-5-(pyrazin-2-yl)-1,3-thiazol-4-carbonyl]-2-azabicyclo[3.1.1]heptan FC1=CC=C(OCC2N(C3CC(C2C)C3)C(=O)C=3N=C(SC3C3=NC=CN=C3)C)C=C1